C(C)(C)(C)OC(=O)N(C1C(C1)C1=CC=CC=C1)CC1CC(N(CC1)CCCC1=CC=C(C(=O)OCC)C=C1)=O Ethyl 4-(3-(4-(((tert-butoxycarbonyl)(2-phenylcyclopropyl)amino)methyl)-2-oxopiperidin-1-yl)propyl)benzoate